thiodiphenyldiisocyanate S(C1=C(C=CC=C1)N=C=O)C1=C(C=CC=C1)N=C=O